C[Si](OCCC=C)(OCCC=C)C dimethylbis(3-butenyloxy)silane